FC1=C(C(=O)N2[C@H]([C@H](CCC2)C(=O)NC2=CC(=C(C=C2)C)C(F)(F)F)C2CCC3(CCOC3)CC2)C(=CC=C1)C (2S,3S)-1-(2-fluoro-6-methylbenzoyl)-N-(4-methyl-3-(trifluoromethyl)-phenyl)-2-(2-oxaspiro[4.5]decan-8-yl)piperidine-3-carboxamide